(R)-N-(1-(1H-indol-3-yl)propan-2-yl)-3-((tert-butyldimethylsilyl)oxy)-2,2-difluoropropan-1-amine N1C=C(C2=CC=CC=C12)C[C@@H](C)NCC(CO[Si](C)(C)C(C)(C)C)(F)F